(6-Chloro-2-cyclopropylpyridin-3-yl)methanol ClC1=CC=C(C(=N1)C1CC1)CO